CS(=O)(=O)C1=CC=C(OCCN2CCC3(CC2)C(N(C2=CC=CC=C23)CCOC)=O)C=C1 1'-[2-(4-methanesulfonylphenoxy)ethyl]-1-(2-methoxyethyl)-1,2-dihydrospiro[indole-3,4'-piperidin]-2-one